tert-Butyl (2S,3S)-2-amino-3-methyl-pentanoate hydrochloride Cl.N[C@H](C(=O)OC(C)(C)C)[C@H](CC)C